C(C)O[Si](CCCNCCNCCNCCN)(OCC)OCC N-(3-triethoxysilylpropyl)triethylenetetramine